N-(4-fluorophenyl)-5-(2-oxo-2,3-dihydro-1H-benzo[d]imidazol-4-yl)-2-(trifluoromethyl)benzamide FC1=CC=C(C=C1)NC(C1=C(C=CC(=C1)C1=CC=CC=2NC(NC21)=O)C(F)(F)F)=O